3-oxoisothiazol O=C1NSC=C1